di-(imidazol-1-yl)methanethione N1(C=NC=C1)C(=S)N1C=NC=C1